N,N-dibenzyl-2-(2-((3-((2R,3S,4R,5R,6R)-4,5-bis(benzyloxy)-6-((benzyloxy)methyl)-3-nitrotetrahydro-2H-pyran-2-yl)prop-2-yn-1-yl)oxy)ethoxy)ethan-1-amine C(C1=CC=CC=C1)N(CCOCCOCC#C[C@H]1O[C@@H]([C@@H]([C@@H]([C@H]1[N+](=O)[O-])OCC1=CC=CC=C1)OCC1=CC=CC=C1)COCC1=CC=CC=C1)CC1=CC=CC=C1